FC1=CC(=C(C=C1)N1CN(C(C2=CC=C(C=C12)C(F)(F)F)=O)C=1C(NC=CC1)=O)C 1-(4-fluoro-2-methylphenyl)-3-(2-oxo-1,2-dihydropyridin-3-yl)-7-(trifluoromethyl)-2,3-dihydroquinazolin-4(1H)-one